NC=1C(=C(C=CC1)C1=CC(=CC=C1)C(=O)O)O 3'-amino-2'-hydroxybiphenyl-3-carboxylic acid